C(CCCCCCCCCCCCCCCCCCC)OC(\C(\C)=C/C(=O)O)=O citraconic acid monoeicosanyl ester